OC(CCOC1=NC=CC(=C1)NC(O[C@H](C)[C@H](C)OC1=C(C=C2C(=N1)SC(=N2)C2=C1N=CC(=NC1=CC(=C2)C)OC)F)=O)(C)C (2R,3S)-3-((6-fluoro-2-(2-methoxy-7-methylquinoxalin-5-yl)thiazolo[5,4-b]pyridin-5-yl) oxy)butan-2-yl (2-(3-hydroxy-3-methylbutoxy)pyridin-4-yl)carbamate